2-(acetylamino)-2-deoxy-D-galactose C(C)(=O)N[C@@H](C=O)[C@@H](O)[C@@H](O)[C@H](O)CO